4-[(3,4-dichlorophenyl)methoxy]-3,5-dimethylbenzaldehyde ClC=1C=C(C=CC1Cl)COC1=C(C=C(C=O)C=C1C)C